2-fluoro-6-(trifluoromethyl)-N-(1,1,3-trimethyl-2,3-dihydro-1H-indene-4-yl)benzamide FC1=C(C(=O)NC2=C3C(CC(C3=CC=C2)(C)C)C)C(=CC=C1)C(F)(F)F